(3S)-3-[4-(pent-4-en-1-yloxy)phenyl]hex-4-ynoic acid C(CCC=C)OC1=CC=C(C=C1)[C@H](CC(=O)O)C#CC